ClC1=C(C=C(C(=C1)F)F)CC(=O)NC1=CC(=C(C=C1)N1N=CC(=C1)C#N)S(N)(=O)=O 2-(2-chloro-4,5-difluorophenyl)-N-[4-(4-cyano-1H-pyrazol-1-yl)-3-sulfamoylphenyl]acetamide